(S)-glycidyl butyrate C(CCC)(=O)OC[C@@H]1CO1